C(C)(C)(C)OC(=O)N[C@H](C(=O)O)CCC#N (S)-2-((tert-butoxycarbonyl)amino)-4-cyanobutyric acid